O1CCSCC1 1,4-oxathiinane